FC=1C=CC(=NC1C)S(=O)(=O)N(C(OC(C)(C)C)=O)C=1N=CSC1 tert-butyl ((5-fluoro-6-methylpyridin-2-yl)sulfonyl)(thiazol-4-yl)carbamate